cis-3-Amino-l-proline N[C@H]1[C@H](NCC1)C(=O)O